OC(CNC1CCC(CC1)OC=1N=C(SC1C(=O)N)C)(C)C 4-(((1s,4S)-4-((2-hydroxy-2-methylpropyl)amino)cyclohexyl)oxy)-2-methylthiazole-5-carboxamide